N1(N=CC=C1)C=1C=C2CN(CC2=CC1)CC=1OC=C(C(C1)=O)OCC1CCN(CC1)S(=O)(=O)C 2-((5-(1H-Pyrazol-1-yl)isoindolin-2-yl)methyl)-5-((1-(methylsulfonyl)piperidin-4-yl)methoxy)-4H-pyran-4-one